3,4-dimethyl-8-(pyrrolidin-1-yl)pyrimido[4',5':4,5]thieno[2,3-c]pyridazine CC1=C(C2=C(N=N1)SC1=C2N=CN=C1N1CCCC1)C